N-(3-cyano-4,5,6,7-tetrahydrobenzo[b]thiophen-2-yl)-N-(2-oxo-2-phenylethyl)-1-naphthamide C(#N)C=1C2=C(SC1N(C(=O)C1=CC=CC3=CC=CC=C13)CC(C1=CC=CC=C1)=O)CCCC2